C(CCCCC)OC1=C(C=CC=C1)S(=O)(=O)NCCNC(OC(C)(C)C)=O tert-butyl N-[2'-(2-hexoxybenzenesulfonamido)ethyl]carbamate